tert-Butyl 2-(2-(hydroxymethoxy)ethoxy)acetate OCOCCOCC(=O)OC(C)(C)C